N-(5-(3-chloro-4-fluorobenzyl)pyridin-2-yl)-5-cyanopicolinamide ClC=1C=C(CC=2C=CC(=NC2)NC(C2=NC=C(C=C2)C#N)=O)C=CC1F